(R)-5-methyl-6,7-dihydro-5H-cyclopenta[D]pyrimidin-4-ol C[C@@H]1CCC=2N=CN=C(C21)O